(2,2-difluorocyclopropyl)methylamine hydrochloride Cl.FC1(C(C1)CN)F